((6aR,9S)-7-benzyl-4,6,6a,7,8,9-hexahydroindolo[4,3-fg]quinolin-9-yl)((2S,4S)-2,4-dimethylazetidin-1-yl)methanone C(C1=CC=CC=C1)N1C[C@H](C=C2C3=C4C(C[C@@H]12)=CNC4=CC=C3)C(=O)N3[C@H](C[C@@H]3C)C